rac-1-phenyl-1,2-ethylene glycol C1(=CC=CC=C1)[C@H](CO)O |r|